2-(4-methoxyphenyl)-2-cyclohexen-1-one COC1=CC=C(C=C1)C=1C(CCCC1)=O